(2S,3S,4S,5R)-methyl 6-(2-((3-(((9H-fluoren-9-yl)methoxy)carbonylamino)-propanamido)methyl)-4-(hydroxymethyl)phenoxy)-3,4,5-triacetoxy-tetrahydro-2H-pyran-2-carboxylate C1=CC=CC=2C3=CC=CC=C3C(C12)COC(=O)NCCC(=O)NCC1=C(OC2[C@@H]([C@H]([C@@H]([C@H](O2)C(=O)OC)OC(C)=O)OC(C)=O)OC(C)=O)C=CC(=C1)CO